ClC=1C(=NC(=NC1)NC1=CC(=C2CCN(CC2=C1)C)C1CC1)N1C=C(C2=CC=CC=C12)C(=O)O 1-(5-chloro-2-((5-cyclopropyl-2-methyl-1,2,3,4-tetrahydroisoquinolin-7-yl)amino)pyrimidin-4-yl)-1H-indole-3-carboxylic acid